COC=1C=C(C(=C)C)C=C(C1)OC 3,5-dimethoxy-α-methylstyrene